16λ6-thia-2,7,9,15,21-pentaazatetracyclo[15.3.1.14,7.08,13]docosa-1(20),8,10,12,17(21),18-hexaene-14,16,16-trione C=12NCC3CCN(C4=NC=CC=C4C(NS(C(C=CC1)=N2)(=O)=O)=O)C3